O1CCN(CC1)C1=NC(=NC=C1)N1CC(CC1)NC(C)=O N-(1-(4-morpholinopyrimidin-2-yl)pyrrolidin-3-yl)acetamide